ClC=1C=C(C=CC1F)NC(=O)C=1N(C=C2C1OC[C@H]1[C@@H](NS2(=O)=O)CN(C1)C(=O)OCC1=CC=CC=C1)C Benzyl (3aR,10aR)-8-((3-chloro-4-fluorophenyl)carbamoyl)-7-methyl-3a,4,10,10a-tetrahydro-1H,7H-dipyrrolo[3,4-b:3',4'-f][1,4,5]oxathiazocine-2(3H)-carboxylate 5,5-dioxide